C1=NC(=CC=2CNCCC12)NC1=CC=C(C(=O)OC)C=C1 methyl 4-[(5,6,7,8-tetrahydro-2,6-naphthyridin-3-yl)amino]benzoate